tert-butyl (S)-3-(5-(6-(6-bromopicolinamido)pyridin-3-yl)-1,3,4-oxadiazol-2-yl)piperidine-1-carboxylate BrC1=CC=CC(=N1)C(=O)NC1=CC=C(C=N1)C1=NN=C(O1)[C@@H]1CN(CCC1)C(=O)OC(C)(C)C